ClC=1C=CC=C2C(C=C(OC12)C1=C(OCC2(CC2)NC(C(=O)OCC)=O)C=C(C=C1)C(F)(F)F)=O ethyl 2-[[1-[[2-(8-chloro-4-oxo-chromen-2-yl)-5-(trifluoromethyl) phenoxy] methyl] cyclopropyl] amino]-2-oxo-acetate